4-amino-N-((1S,2R)-2-(difluoromethoxy)-5-(1-(difluoromethyl)-1H-pyrazol-4-yl)-2,3-dihydro-1H-inden-1-yl)-7-fluoro-N-methylimidazo[1,5-a]quinoxaline-8-carboxamide NC=1C=2N(C3=CC(=C(C=C3N1)F)C(=O)N(C)[C@@H]1[C@@H](CC3=CC(=CC=C13)C=1C=NN(C1)C(F)F)OC(F)F)C=NC2